NC1=NC=CC=C1C1=NC=2C(=NC(=CC2)C2=NN(N=C2)C(C)C)N1C1=CC=C(CN2CCC(CC2)NC2=NC(=NC=C2)C#N)C=C1 4-((1-(4-(2-(2-aminopyridin-3-yl)-5-(2-isopropyl-2H-1,2,3-triazol-4-yl)-3H-imidazo[4,5-b]pyridin-3-yl)benzyl)piperidin-4-yl)amino)pyrimidine-2-carbonitrile